[S].C(CCO)O trimethylene glycol Sulfur